tert-butyl 4-(4-(((4-((6-amino-2-ethoxy-8-hydroxy-9H-purin-9-yl)methyl)-3-methoxybenzyl)amino)methyl)benzyl)piperazine-1-carboxylate NC1=C2N=C(N(C2=NC(=N1)OCC)CC1=C(C=C(CNCC2=CC=C(CN3CCN(CC3)C(=O)OC(C)(C)C)C=C2)C=C1)OC)O